4-[7-[6-amino-4-methyl-3-(trifluoromethyl)-2-pyridyl]-6-chloro-quinazolin-4-yl]-1-prop-2-enoyl-piperidine-4-carbonitrile NC1=CC(=C(C(=N1)C1=C(C=C2C(=NC=NC2=C1)C1(CCN(CC1)C(C=C)=O)C#N)Cl)C(F)(F)F)C